The molecule is a lysophosphatidylcholine 22:6 in which the remaining acyl group is (4Z,7Z,10Z,13Z,16Z,19Z)-docosa-4,7,10,13,16,19-hexaenoyl. It has a role as a human metabolite and a mouse metabolite. It derives from an all-cis-docosa-4,7,10,13,16,19-hexaenoic acid. CC/C=C\\C/C=C\\C/C=C\\C/C=C\\C/C=C\\C/C=C\\CCC(=O)OC[C@H](COP(=O)([O-])OCC[N+](C)(C)C)O